C(C)(C)(C)OC(C(CC=C)(CO)C(F)F)=O 2-(difluoromethyl)-2-(hydroxymethyl)pent-4-enoic acid tert-butyl ester